1-Cyclohexyl-3-(1-phenylpiperidin-2-yl)-1H-pyrrole-2,5-dione C1(CCCCC1)N1C(C(=CC1=O)C1N(CCCC1)C1=CC=CC=C1)=O